1-(n-butyl)2-pyrrolidone C(CCC)N1C(CCC1)=O